4-(1-cyclopropyl-2-oxo-5-phenyl-1,2-dihydropyridin-4-yl)-2-(2,3-difluorophenyl)-6-methyl-1,6-dihydro-7H-pyrrolo[2,3-c]pyridin-7-one C1(CC1)N1C(C=C(C(=C1)C1=CC=CC=C1)C=1C2=C(C(N(C1)C)=O)NC(=C2)C2=C(C(=CC=C2)F)F)=O